butanediolAt C(CCC)([O-])[O-]